3-bromo-5-fluoro-1-(methyl-d3)-1H-pyrazole BrC1=NN(C(=C1)F)C([2H])([2H])[2H]